CC(C)(C)[S@@](=O)N |r| rac-(R)-2-methylpropane-2-sulfinamide